5-[6-(Ethylamino)-2-fluoropyridin-3-yl]-1-(oxan-4-yl)-N-[(3S)-2-oxo-5-phenyl-1,3-dihydro-1,4-benzodiazepin-3-yl]pyrazole-4-carboxamide C(C)NC1=CC=C(C(=N1)F)C1=C(C=NN1C1CCOCC1)C(=O)N[C@@H]1C(NC2=C(C(=N1)C1=CC=CC=C1)C=CC=C2)=O